IC1=C(C(=C(C(=C1C)I)C)I)C 1,3,5-triiodo-2,4,6-trimethylbenzene